ClC1=CC=CC=2C(=N[C@@H](C(NC21)=O)NC([C@@H]([C@@H](C(=O)N)CCC(F)(F)F)CCC(F)(F)F)=O)C2=CC(=CC=C2)C2CC2 (2R,3S)-N-((3S)-9-chloro-5-(3-cyclopropylphenyl)-2-oxo-2,3-dihydro-1H-1,4-benzodiazepin-3-yl)-2,3-bis(3,3,3-trifluoropropyl)succinamide